1-(1,3-benzothiazol-5-yl)ethanone S1C=NC2=C1C=CC(=C2)C(C)=O